((3-((3-amino-5-chloropyrazin-2-yl)thio)-2-chloro-6-fluorophenyl)imino)dimethyl-λ6-Thioketone NC=1C(=NC=C(N1)Cl)SC=1C(=C(C(=CC1)F)N=S(C)(C)=C=O)Cl